C1(CC1)N(C=1C2=C(N=C(N1)OC[C@]13CCCN3C[C@@H](C1)F)C(=C(N=C2)C2=CC(=CC1=CC=C(C(=C21)C#C)F)O)F)CC2CC2 4-(4-(cyclopropyl(cyclopropylmethyl)amino)-8-fluoro-2-(((2R,7aS)-2-fluorotetrahydro-1H-pyrrolizin-7a(5H)-yl)methoxy)pyrido[4,3-d]pyrimidin-7-yl)-5-ethynyl-6-fluoronaphthalen-2-ol